6-(3-fluoropyridin-4-yl)-4-(isopropylamino)-N-((1r,4r)-4-(morpholine-4-carbonyl)cyclohexyl)pyrrolo[1,2-b]pyridazine-3-carboxamide FC=1C=NC=CC1C=1C=C2N(N=CC(=C2NC(C)C)C(=O)NC2CCC(CC2)C(=O)N2CCOCC2)C1